CC1=NC=2N(C(=C1)C)N=CC2C(=O)N[C@H]2COC1=CC(=CC=C1C2)N2CCNCC2 (R)-5,7-dimethyl-N-(7-(piperazin-1-yl)chroman-3-yl)pyrazolo[1,5-a]pyrimidine-3-carboxamide